n-Dodecylmethyldiethoxysilane C(CCCCCCCCCCC)[Si](OCC)(OCC)C